5-Fluoro-pyridine-2-carboxylic acid [3-(5-oxo-5,7-dihydro-pyrrolo[3,4-b]pyridin-6-yl)-adamantan-1-yl]-amide O=C1N(CC2=NC=CC=C21)C21CC3(CC(CC(C2)C3)C1)NC(=O)C1=NC=C(C=C1)F